1-(4-(benzo[d]thiazol-2-ylthio)phenyl)-3-(4-(trifluoromethyl)phenyl)urea S1C(=NC2=C1C=CC=C2)SC2=CC=C(C=C2)NC(=O)NC2=CC=C(C=C2)C(F)(F)F